ClC1=CN(C2=CC=C(C=C12)CNCCCO)C1=NOC(=N1)C1=CC(=C(C=C1)OC(C)C)Cl 3-(((3-chloro-1-(5-(3-chloro-4-isopropoxyphenyl)-1,2,4-oxadiazol-3-yl)-1H-indol-5-yl)methyl)amino)propan-1-ol